Cl.NC(C(=O)O)CC(F)F 2-amino-4,4-difluorobutanoic acid hydrochloride